4-acetyl-3,5-difluoro-6-((5-methyl-1H-pyrazol-3-yl)amino)pyridin C(C)(=O)C1=C(C=NC(=C1F)NC1=NNC(=C1)C)F